N-((6S)-4-(7-(2-amino-3-cyanobenzo[b]thiophen-4-yl)-6-chloro-8-fluoro-2-((1-(morpholinomethyl)cyclopropyl)methoxy)quinazolin-4-yl)-1,4-oxazepan-6-yl)acrylamide NC1=C(C2=C(S1)C=CC=C2C2=C(C=C1C(=NC(=NC1=C2F)OCC2(CC2)CN2CCOCC2)N2CCOC[C@H](C2)NC(C=C)=O)Cl)C#N